FC(C(=O)O)(F)F.ClC=1C=CC2=C(N=C(O2)N2CCC(CC2)CN)C1 [1-(5-chloro-1,3-benzoxazol-2-yl)-4-piperidyl]methanamine 2,2,2-trifluoroacetic acid salt